N-((3S,4R,5S)-3-fluoro-5-methylpiperidin-4-yl)-6-(3-((2-methoxy-4-(methylsulfonyl)phenyl)amino)prop-1-yn-1-yl)-1-(2,2,2-trifluoroethyl)-1H-benzo[d]imidazole-4-carboxamide F[C@H]1CNC[C@@H]([C@H]1NC(=O)C1=CC(=CC=2N(C=NC21)CC(F)(F)F)C#CCNC2=C(C=C(C=C2)S(=O)(=O)C)OC)C